Methyl 5-(3,5-diethoxyphenyl)-1-[(2-ethoxyphenyl)methyl]-1H-pyrazole-3-carboxylate C(C)OC=1C=C(C=C(C1)OCC)C1=CC(=NN1CC1=C(C=CC=C1)OCC)C(=O)OC